C[C@@H]1N(CCN(C1)C(C=C)=O)[C@@H]1C=2C(NCC1)=C(N(N2)C2=CC=C(C=C2)OC2=CC=CC=C2)C(=O)N (7S)-7-[(2S)-2-methyl-4-(prop-2-enoyl)piperazin-1-yl]-2-(4-phenoxyphenyl)-4,5,6,7-tetrahydro-2H-pyrazolo[4,3-b]pyridine-3-carboxamide